FC1=CC=C(C=C1)C=1C(=NC=NC1)C1=CC=CC=C1 5-(4-fluorophenyl)-4-phenylpyrimidine